2-((((9H-fluoren-9-yl)methoxy)carbonyl)amino)-3-(3-fluoro-4-hydroxyphenyl)propionic acid (S)-methyl ester COC(C(CC1=CC(=C(C=C1)O)F)NC(=O)OCC1C2=CC=CC=C2C=2C=CC=CC12)=O